C1=NC(=C2C(=N1)N(C=N2)[C@H]3[C@@H]([C@@H]([C@H](O3)COP(=O)([O-])OP(=O)(NP(=O)([O-])[O-])[O-])O)O)N adenylyl-imidodiphosphate